N-cyclopropyl-2-(difluoromethoxy)-4-[7-[3-(7,8-dihydro-5H-1,6-naphthyridin-6-yl)propoxy]imidazo[1,2-a]pyridin-3-yl]-6-methoxy-benzamide C1(CC1)NC(C1=C(C=C(C=C1OC)C1=CN=C2N1C=CC(=C2)OCCCN2CC=1C=CC=NC1CC2)OC(F)F)=O